C(C)OC=1C=C(C=CC1C=1NC(C2=C(N1)N(N=N2)CC2=CC=C(C=C2)OC)=O)C2=CC(=CC=C2)CCC2=NOC(N2)=O 3-(2-(3'-ethoxy-4'-(3-(4-methoxybenzyl)-7-oxo-6,7-dihydro-3H-[1,2,3]triazolo[4,5-d]pyrimidin-5-yl)-[1,1'-biphenyl]-3-yl)ethyl)-1,2,4-oxadiazol-5(4H)-one